COC(C1=CC(=CC=C1)C=1C(=NN(C1)COCC[Si](C)(C)C)[N+](=O)[O-])=O 3-(3-Nitro-1-((2-(trimethylsilyl)ethoxy)methyl)-1H-pyrazol-4-yl)benzoic acid methyl ester